(trimethylsilyl)ethyl-N-(2-aminoethyl)-N2-{[2-(trimethylsilyl)ethoxy]carbonyl}-L-glutaminate C[Si](C)(C)CCOC([C@@H](N(C(=O)OCC[Si](C)(C)C)CCN)CCC(N)=O)=O